BrC1=CC(=C(C=C1)N=C=S)C(F)(F)F 4-Bromo-2-(trifluoromethyl)phenyl isothiocyanate